OC(C1C(C1)C(=O)OCC)C1=C2C=CN(C2=C(C=C1S(=O)(=O)C)C)S(=O)(=O)C1=CC=C(C)C=C1 ethyl 2-(hydroxy(7-methyl-5-(methylsulfonyl)-1-tosyl-1H-indol-4-yl)methyl)-cyclopropane-1-carboxylate